C(N)(OC)=S O-methyl thiocarbamate